NCC1=CC(=C(C=C1)NC(=O)C1=CC2=C(OCCC3=C2SC=C3)C=C1C=1C(=NC(=CC1)C(NCCC)=O)C(=O)O)C(NC(C)C)=O 3-(9-((4-(aminomethyl)-2-(isopropylcarbamoyl)phenyl)carbamoyl)-4,5-dihydrobenzo[b]thieno[2,3-d]oxepin-8-yl)-6-(propylcarbamoyl)picolinic acid